C1(CC1)C1=NC=NC(=C1C1=CC(=C(N=N1)C#N)N(C)CC1=CC=C(C=C1)C=1N(C=C(N1)C(F)(F)F)C(C)C)OC 6-(4-cyclopropyl-6-methoxypyrimidin-5-yl)-4-((4-(1-isopropyl-4-(trifluoromethyl)-1H-imidazol-2-yl)benzyl)(methyl)amino)pyridazine-3-carbonitrile